2-((S)-1-(4-(2-(5-chloropyridin-2-yl)-2-methylbenzo[d][1,3]dioxol-4-yl)piperazin-1-yl)ethyl)-1-(((S)-oxetan-2-yl)methyl)-1H-benzo[d]imidazole-6-carboxylic acid methyl ester COC(=O)C=1C=CC2=C(N(C(=N2)[C@H](C)N2CCN(CC2)C2=CC=CC=3OC(OC32)(C)C3=NC=C(C=C3)Cl)C[C@H]3OCC3)C1